N-(trifluoromethanesulfonyl)amide FC(S(=O)(=O)[NH-])(F)F